NC1=NC=C(C=C1C(=O)N[C@H]1COC[C@@H]1OCC1=CC=C(C=C1)Br)C=1C=NN(C1)C 2-amino-N-{(3S,4R)-4-[(4-bromophenyl)methoxy]oxolan-3-yl}-5-(1-methyl-1H-pyrazol-4-yl)pyridine-3-carboxamide